C(C)(C)(C)NC1=NC(=NC(=N1)NC1=CC(=CC(=C1)F)F)C1=NC(=CC=C1)C(C)(F)F N2-(tert-butyl)-6-(6-(1,1-difluoroethyl)pyridin-2-yl)-N4-(3,5-difluorophenyl)-1,3,5-triazine-2,4-diamine